N-(thiophen-2-yl)acetamide S1C(=CC=C1)NC(C)=O